C(C)(C)(C)OC(=O)N1CC2(C1)CC(=CC2)C=2N=C(N1C2C=CC(=C1)S(NC1(CC1)C#N)(=O)=O)C=1SC(=NN1)C(F)F 6-(6-(N-(1-Cyanocyclopropyl)sulfamoyl)-3-(5-(difluoromethyl)-1,3,4-thiadiazol-2-yl)imidazo[1,5-a]pyridin-1-yl)-2-azaspiro[3.4]oct-6-ene-2-carboxylic acid tert-butyl ester